Tribromodisilane Tert-Butyl-6-[3-(3-bicyclo[1.1.1]pentanylmethoxy)pyrazol-1-yl]-2-chloropyridine-3-carboxylate C(C)(C)(C)OC(=O)C=1C(=NC(=CC1)N1N=C(C=C1)OCC12CC(C1)C2)Cl.Br[Si]([SiH3])(Br)Br